CC12CNCC2C1C1=CC(=C(C=C1)C)OC(F)(F)F 1-methyl-6-(4-methyl-3-(trifluoromethoxy)phenyl)-3-azabicyclo[3.1.0]hexane